(5-((2-(2,2-dimethylpyrrolidin-1-yl)ethyl)carbamoyl)-3-methylthiophene-2-yl)-2-(1-methyl-1H-pyrazol-3-yl)pyrazolo[5,1-b]Thiazole-7-carboxamide CC1(N(CCC1)CCNC(=O)C1=CC(=C(S1)C=1N2C(SC1C1=NN(C=C1)C)=C(C=N2)C(=O)N)C)C